OCC1=CC=C(C=C1)NC([C@H](C)NC(OC(C)(C)C)=O)=O tert-butyl (S)-(1-((4-(hydroxymethyl)phenyl)amino)-1-oxopropan-2-yl)carbamate